FC(C(=O)O)(F)F.FC1(CNCC1)F 3,3-difluoropyrrolidine trifluoroacetate